4-chloro-2-methyl-5-(4,4,5,5-tetramethyl-1,3,2-dioxaborolan-2-yl)-2H-indazole ClC=1C2=CN(N=C2C=CC1B1OC(C(O1)(C)C)(C)C)C